AzidoCoenzyme A N(=[N+]=[N-])SCCNC(CCNC([C@@H](C(COP(OP(OC[C@@H]1[C@H]([C@H]([C@@H](O1)N1C=NC=2C(N)=NC=NC12)O)OP(=O)(O)O)(=O)O)(=O)O)(C)C)O)=O)=O